C(C)N1C=NC(=C1)C1=NC2=NC=CC(=C2C=C1)C1=CN=C2N1N=C(C(=C2)C=2C=NN(C2)C(C)C)C (1-Ethyl-1H-imidazol-4-yl)-5-(7-(1-isopropyl-1H-pyrazol-4-yl)-6-methylimidazo[1,2-b]pyridazin-3-yl)-1,8-naphthyridine